C(C)(C)(C)NS(=O)(=O)C1=CC=C(C=C1)[N+](=O)[O-] N-(tert-butyl)-4-nitrobenzenesulfonamide